CN1N=CC(=C1)C1=C(C=CC=C1)C1=CC(=NC2=CC=C(C=C12)C(=O)N1CCOCC1)C=O 4-(2-(1-methyl-1H-pyrazol-4-yl)phenyl)-6-(morpholine-4-carbonyl)quinoline-2-carbaldehyde